ClC1=NC(=C2N=CN(C2=N1)C(C)C)NC1=C(C=CC=C1)OC 2-chloro-9-isopropyl-N-(2-methoxyphenyl)-9H-purin-6-amine